[(2R,3S,4R,5R)-5-(4-aminopyrrolo[2,1-f][1,2,4]triazin-7-yl)-5-cyano-3,4-dihydroxy-tetrahydrofuran-2-yl]methyl azocane-1-carboxylate N1(CCCCCCC1)C(=O)OC[C@H]1O[C@@]([C@@H]([C@@H]1O)O)(C#N)C1=CC=C2C(=NC=NN21)N